ethyl-triazine isocyanate [N-]=C=O.C(C)C1=NN=NC=C1